C(#N)C1=C(SC2=C1CN(CC2)CC2=CC(=CC=C2)F)NC(CC2=CC(=C(C(=O)O)C=C2)OCC)=O 4-(2-((3-cyano-5-(3-fluorobenzyl)-4,5,6,7-tetrahydrothieno[3,2-c]pyridin-2-yl)amino)-2-oxoethyl)-2-ethoxybenzoic Acid